(2-amino-3-(3-(4-((6-cyanopyridin-2-yl)methoxy)benzyl)isoxazol-5-yl)pyridin-1-ium-1-yl)methyl hydrogen phosphate P(=O)(OC[N+]1=C(C(=CC=C1)C1=CC(=NO1)CC1=CC=C(C=C1)OCC1=NC(=CC=C1)C#N)N)(O)[O-]